CN[C@H](CCC1=CC=C(C=C1)OC)C(=O)O N-methyl-D-O-methylhomotyrosine